N1(CCC1)C(=O)N1[C@H]([C@H]([C@H](C1)F)NS(=O)(=O)CC)CC=1C=C(C=CC1)C1=CC(=CC=C1)F N-{(2S,3R,4S)-1-(azetidine-1-carbonyl)-4-fluoro-2-[(3'-fluoro[1,1'-biphenyl]-3-yl)-methyl]pyrrolidin-3-yl}ethanesulfonamide